(1S,3R,4R,5R)-3,4-bis[[3-(3,4-dihydroxyphenyl)-1-oxo-2-propenyl]oxy]-1,5-dihydroxy-cyclohexanecarboxylic acid OC=1C=C(C=CC1O)C=CC(=O)O[C@@H]1C[C@@](C[C@H]([C@H]1OC(C=CC1=CC(=C(C=C1)O)O)=O)O)(C(=O)O)O